2-[4-[(4-chlorophenoxy)methyl]-1H-1,2,3-triazole-1-yl]benzamide ClC1=CC=C(OCC=2N=NN(C2)C2=C(C(=O)N)C=CC=C2)C=C1